N-{(3S,4R)-1-[N~2~-(2-benzyl-2-azaspiro[4.5]dec-8-yl)-N~6~,N~6~-dimethyl-D-lysyl]-3-[(thiophen-2-ylmethyl)carbamoyl]piperidin-4-yl}-6-azaspiro[2.5]octane-6-carboxamide C(C1=CC=CC=C1)N1CC2(CC1)CCC(CC2)N[C@H](CCCCN(C)C)C(=O)N2C[C@@H]([C@@H](CC2)NC(=O)N2CCC1(CC1)CC2)C(NCC=2SC=CC2)=O